Cl[Ag] monochlorosilver(I)